tetrakis(2,4-di-tert-butylphenyl)-4,4'-biphenyl diphosphonite P(O)OPO.C(C)(C)(C)C1=C(C=CC(=C1)C(C)(C)C)C=1C(=C(C(=C(C1)C1=C(C=C(C=C1)C(C)(C)C)C(C)(C)C)C1=C(C=C(C=C1)C(C)(C)C)C(C)(C)C)C1=C(C=C(C=C1)C(C)(C)C)C(C)(C)C)C1=CC=CC=C1